6'-bromo-1'-(2,2,3,3-tetrafluoropropyl)spiro[cyclopropane-1,3'-indolin]-2'-one BrC1=CC=C2C3(C(N(C2=C1)CC(C(F)F)(F)F)=O)CC3